N[C@@]1(CN(CC1)C1=C(C=NC(=C1C=1C=NN(C1)CC(F)(F)F)C)C(=O)N[C@@H](C)C1CC1)C 4-[(3S)-3-amino-3-methylpyrrolidin-1-yl]-N-[(1S)-1-cyclopropylethyl]-6-methyl-5-[1-(2,2,2-trifluoroethyl)-1H-pyrazol-4-yl]pyridine-3-carboxamide